8-chloro-guanine ClC1=NC=2N=C(NC(C2N1)=O)N